NC=1C(=NC(=CC1)F)C#N 3-amino-6-fluoropyridinecarbonitrile